ClC=1C=C(C=NC1)S(=O)(=N)C1=CC=C(C(=O)NC2=C(C=CC(=C2)C2=CC=C(C=C2)F)NC(OC(C)(C)C)=O)C=C1 tert-butyl N-[2-[[4-[(5-chloro-3-pyridyl)sulfonimidoyl]benzoyl]amino]-4-(4-fluorophenyl)phenyl]carbamate